N-(3-bromo-5,6-dimethylpyridin-2-yl)-7-fluoro-5-methyl-1-(tetrahydro-2H-pyran-2-yl)-1H-indazol-4-amine BrC=1C(=NC(=C(C1)C)C)NC=1C=2C=NN(C2C(=CC1C)F)C1OCCCC1